tert-butyl (6,7-dihydro-5H-pyrazolo[5,1-b][1,3]oxazin-6-yl)carbamate N1=CC=C2OCC(CN21)NC(OC(C)(C)C)=O